3-{4-[4-(2-methylpropyl)piperazine-1-sulfonyl]phenyl}-1-(pyridin-3-ylmethyl)urea CC(CN1CCN(CC1)S(=O)(=O)C1=CC=C(C=C1)NC(NCC=1C=NC=CC1)=O)C